SCCC(=O)OCCOCCOCCOC(CCS)=O triethylene glycol bis(3-mercaptopropionate)